dibenzyl-D-serine methylester COC([C@H](N(CC1=CC=CC=C1)CC1=CC=CC=C1)CO)=O